C1(CC(CC(C1)C(=O)Cl)C(=O)Cl)C(=O)Cl 1,3,5-cyclohexanetriformyl chloride